7-(4-fluoro-2-methyl-1-(methyl-d3)-1H-indol-5-yl)-5-(4-fluoropiperidine-1-carbonyl)-2,3-dimethoxy-1,7-naphthyridin-8(7H)-one FC1=C2C=C(N(C2=CC=C1N1C=C(C=2C=C(C(=NC2C1=O)OC)OC)C(=O)N1CCC(CC1)F)C([2H])([2H])[2H])C